SCC(CCC(=O)O)C 5-mercapto-4-methylpentanoic acid